ethyl 6-bromo-1-(2-chloropyrimidin-4-yl)-1H-indole-2-carboxylate BrC1=CC=C2C=C(N(C2=C1)C1=NC(=NC=C1)Cl)C(=O)OCC